N-(4-cyano-2-fluorophenyl)-6-methoxy-1H-indole-3-sulfonamide C(#N)C1=CC(=C(C=C1)NS(=O)(=O)C1=CNC2=CC(=CC=C12)OC)F